C1(CCCC1)C1=CC(=NN1)N(C1=NC(=NC=C1)N(C1CCC(CC1)NC(OC(C)(C)C)=O)C)C tert-butyl (4-((4-((5-cyclopentyl-1H-pyrazol-3-yl)(methyl)amino)pyrimidin-2-yl)(methyl)amino)cyclohexyl)carbamate